4-bromo-5-fluoro-3-methyl-2-(trifluoromethyl)-1H-indole-7-carboxylic acid BrC1=C2C(=C(NC2=C(C=C1F)C(=O)O)C(F)(F)F)C